O1CCOC12CCN(CC2)C([C@@H](CC(=O)N2CCC(CC2)N2C(NC1=CC=CC=C1C2)=O)CC=2C=C1C=NNC1=CC2)=O |r| (±)-1-(1,4-Dioxa-8-aza-spiro[4.5]dec-8-yl)-2-(1H-indazol-5-ylmethyl)-4-[4-(2-oxo-1,4-dihydro-2H-quinazolin-3-yl)-piperidin-1-yl]-butane-1,4-dione